CN(CCN1CC(CC1)CN(CCC(=O)OC(CCCCCC)CCCCCCCC)CCC(=O)OC(CCCCCC)CCCCCCCC)C di(pentadecan-7-yl) 3,3'-(((1-(2-(dimethylamino)ethyl)pyrrolidin-3-yl)methyl)azanediyl)dipropionate